2-chloroquinazolin-4-amine ClC1=NC2=CC=CC=C2C(=N1)N